3-benzyl-4-(3-methyl-1-(tetrahydro-2H-pyran-2-yl)-1H-pyrazolo[3,4-c]pyridin-5-yl)morpholine C(C1=CC=CC=C1)C1N(CCOC1)C=1C=C2C(=CN1)N(N=C2C)C2OCCCC2